Cl.FC=1C=C(C=CC1OC1=CC=NC2=CC(=C(N=C12)OC)C=1C=NC=CC1)NC(=O)C=1C=NC(=C(C1O)C1=CC=C(C=C1)F)C N-[3-Fluoro-4-[(6-methoxy-7-pyridin-3-yl-1,5-naphthyridin-4-yl)oxy]phenyl]-5-(4-fluorophenyl)-4-hydroxy-6-methylpyridine-3-carboxamide hydrochloride